(S)-1-(3,4-Dihydroisoquinolin-2(1H)-yl)-3-(methylamino)propan-2-ol C1N(CCC2=CC=CC=C12)C[C@H](CNC)O